C1(CC1)CNC(=O)C(=O)NC1C(COCC1)O (cyclopropylmethyl)-N'-(3-hydroxytetrahydropyran-4-yl)oxamide